CN1C(C(=CC(=C1)[N+](=O)[O-])[N+](=O)[O-])=O 1-methyl-3,5-dinitro-2-pyridinone